C1(CCC1)OC1=C2CC[C@@H](N(C2=CC=C1C=1C=NN(C1)C1CCN(CC1)C)C(=O)OC)C Methyl (S)-5-cyclobutoxy-2-methyl-6-(1-(1-methylpiperidin-4-yl)-1H-pyrazol-4-yl)-3,4-dihydroquinoline-1(2H)-carboxylate